BrC=1C(=CSC1)N=C(C1=CC=CC=C1)C1=CC=CC=C1 N-(4-Bromothiophen-3-yl)-1,1-diphenylmethanimine